CN(C1=C(C=C(C(=C1)OC)NC1=NC=CC(=N1)C1=CN(C2=CC=CC=C12)C)NC(\C=C\CN1CCOCC1)=O)C (E)-N-(2-(dimethylamino)-4-methoxy-5-((4-(1-methyl-1H-indol-3-yl)pyrimidin-2-yl)amino)phenyl)-4-morpholinobut-2-enamide